FC1(CC(C1)N1N=NC2=C1C=C(C=C2)C=2C=CN1N=C(N=C(C12)OC)N[C@H]1[C@H](CN(CC1)C)F)F 5-(1-(3,3-difluorocyclobutyl)-1H-benzo[d][1,2,3]triazol-6-yl)-N-((3S,4R)-3-fluoro-1-methylpiperidin-4-yl)-4-methoxypyrrolo[2,1-f][1,2,4]triazin-2-amine